Di-tert-butyl (2-(2-hydroxyethyl)propane-1,3-diyl)dicarbamate OCCC(CNC(OC(C)(C)C)=O)CNC(OC(C)(C)C)=O